dimethyl-aminobutyric acid diiodomethyl ester IC(I)OC(C(C(C)(C)C)N)=O